Ethylenebispalmitic acid amide C(CCCCCCCCCCCCCCCCC(=O)N)CCCCCCCCCCCCCCCC(=O)N